5-(1H-pyrazol-4-yl)-6,7,8,9-tetrahydro-3H-pyrazolo[4,3-c]phenanthridine N1N=CC(=C1)C=1N=C2C3=C(C=CC2=C2CCCCC12)C=NN3